ClC=1C=C(C(=O)NC2=CC(=C(C(=C2)C(=O)C=2C=C3N=C(C=NC3=CC2)N2CCOCC2)F)F)C=CC1F 3-chloro-N-(3,4-difluoro-5-(3-morpholinoquinoxaline-6-carbonyl)phenyl)-4-fluorobenzamide